5,5'-(3-oxo-1,3-dihydroisobenzofuran-1,1-diyl)bis(2-hydroxybenzaldehyde) O=C1OC(C2=CC=CC=C12)(C=1C=CC(=C(C=O)C1)O)C=1C=CC(=C(C=O)C1)O